ClC1=CC(=C2C=C(N(C2=C1F)COCC[Si](C)(C)C)C(=O)N1CCN(CC1)C1=NC=C(C=C1OC)F)C=1N(C=CC1)C(=O)OC(C)(C)C tert-butyl 2-[6-chloro-7-fluoro-2-[4-(5-fluoro-3-methoxy-2-pyridyl)piperazine-1-carbonyl]-1-(2-trimethylsilylethoxymethyl)indol-4-yl]pyrrole-1-carboxylate